4-cyano-4-[(dodecyl-sulfanylthiocarbonyl)sulfanyl]pentanoic acid C(#N)C(CCC(=O)O)(C)SC(=S)SCCCCCCCCCCCC